C(C)N1CC(CCC1)C=1C=C(C(=O)NC=2C=NC(=C(C2)NC2=NC=CC(=N2)C=2C=NC=CC2)C)C=C(C1)C(F)(F)F 3-(1-Ethyl-piperidin-3-yl)-N-[6-methyl-5-(4-pyridin-3-yl-pyrimidin-2-ylamino)-pyridin-3-yl]-5-trifluoromethyl-benzamide